C(CCCC)(=O)OC(C)C(C(C)=NCCCCC)CC 3-ethyl-4-pentylimino-2-pentyl valerate